N1N=CC2=CC(=CC=C12)OC1=C(C=C(C=C1)NC=1C2=C(N=CN1)SC1=C2CCN(C1)C(\C=C\CN(C)C)=O)C (E)-1-(4-((4-((1H-Indazol-5-yl)oxy)-3-methylphenyl)amino)-5,6-dihydropyrido[4',3':4,5]thieno[2,3-d]pyrimidin-7(8H)-yl)-4-(dimethylamino)but-2-en-1-one